CC([C@@H](C(=O)OCC)N1N=NC(=C1)C)C Ethyl (S)-3-methyl-2-(4-methyl-1H-1,2,3-triazol-1-yl)butanoate